CC1=C2COC(C2=CC=C1[C@H]1NCCN(C1)CC=1C=NC(=CC1)N1N=NC(=C1)C)=O (R)-4-methyl-5-(4-((6-(4-methyl-1H-1,2,3-triazol-1-yl)pyridin-3-yl)methyl)piperazin-2-yl)isobenzofuran-1(3H)-one